C(=O)C1=C(N(C2=CC=CC=C12)C(C(=O)OC)C)C methyl 2-(3-formyl-2-methyl-indol-1-yl)propanoate